3-{[3-(7-{[(3S,4R)-3-fluoro-1-methylpiperidin-4-yl]amino}-3-[(trifluoromethyl)sulfanyl]-1-benzothiophen-2-yl)prop-2-yn-1-yl]amino}-4-methoxy-N-methylbenzamide F[C@H]1CN(CC[C@H]1NC1=CC=CC=2C(=C(SC21)C#CCNC=2C=C(C(=O)NC)C=CC2OC)SC(F)(F)F)C